ClC1=C(C=CC=C1)C1N(CCCC1)C1=CC(=C(C(=O)N[C@H](C)\C=C\S(=O)(=O)C)C=C1)C#N 4-(2-(2-Chlorophenyl)piperidin-1-yl)-2-cyano-N-((R,E)-4-(methylsulfonyl)but-3-en-2-yl)benzamide